2-([1-[2-(Azetidin-1-yl)phenyl]-5-[3-(2,2-dimethylpropoxy)phenyl]-1H-pyrazol-3-yl]methoxy)-2-methylpropanoic acid N1(CCC1)C1=C(C=CC=C1)N1N=C(C=C1C1=CC(=CC=C1)OCC(C)(C)C)COC(C(=O)O)(C)C